C1(CC1)C1=NN(C=2C(N(N=CC21)CC(=O)N[C@@H](C)C2=C(C=C(C=C2)C)F)=O)C (S)-2-(3-Cyclopropyl-1-methyl-7-oxo-1,7-dihydro-6H-pyrazolo[3,4-d]pyridazin-6-yl)-N-(1-(2-fluoro-4-methylphenyl)ethyl)acetamid